6-{5-[(cyclopropylamino)carbonyl]-3-fluoro-2-methylphenyl}-N-(2,5-difluorobenzyl)nicotinamide C1(CC1)NC(=O)C=1C=C(C(=C(C1)C1=NC=C(C(=O)NCC2=C(C=CC(=C2)F)F)C=C1)C)F